2-[(2-chloro-6-fluoro-benzoyl)amino]-4-[2-(cyclopropylmethoxy)ethyl-[4-(5,6,7,8-tetrahydro-1,8-naphthyridin-2-yl)butyl]amino]butanoic acid ClC1=C(C(=O)NC(C(=O)O)CCN(CCCCC2=NC=3NCCCC3C=C2)CCOCC2CC2)C(=CC=C1)F